[Si](C1=CC=CC=C1)(C1=CC=CC=C1)(C(C)(C)C)OCC[C@H]1[C@H](CCCC1)OC1=C(C=CC(=C1)C)S(=O)(=O)N1[C@@H](CCC1)C(=O)OC(C)(C)C |o1:20,21| tert-butyl ((2-(((1S*-2S*)-2-(2-((tert-butyldiphenylsilyl)oxy)ethyl)cyclohexyl)oxy)-4-methylphenyl)sulfonyl)-L-prolinate